C1(=CC=CC=C1)C(CC=C)O 1-Phenylbut-3-en-1-ol